OC1=CC=C(C=C1)C(=C(CC)C1=CC=C(C=C1)O)C1=CC=C(C=C1)N1CCC(CC1)CN1CCN(CC1)C=1C=C2C(N(C(C2=CC1F)=O)C1C(NC(CC1)=O)=O)=O 5-(4-((1-(4-(1,2-bis(4-hydroxyphenyl)but-1-en-1-yl)phenyl)piperidin-4-yl)methyl)piperazin-1-yl)-2-(2,6-dioxopiperidin-3-yl)-6-fluoroisoindoline-1,3-dione